tert-butyl (R)-3-((5-(6-((tert-butoxycarbonyl)amino)pyridin-2-yl)-1-((2-(trimethylsilyl)ethoxy)methyl)-1H-pyrrolo[2,3-b]pyridin-4-yl)amino)piperidine-1-carboxylate C(C)(C)(C)OC(=O)NC1=CC=CC(=N1)C=1C(=C2C(=NC1)N(C=C2)COCC[Si](C)(C)C)N[C@H]2CN(CCC2)C(=O)OC(C)(C)C